tert-butyl ((5-fluoro-6-formyl-1-(phenylsulfonyl)-1H-indol-2-yl)methyl)carbamate FC=1C=C2C=C(N(C2=CC1C=O)S(=O)(=O)C1=CC=CC=C1)CNC(OC(C)(C)C)=O